O=C1NC(CCC1N1C(C2=CC=C(C=C2C1=O)N1CCN(CC1)CCCN1CCNCC1)=O)=O 2-(2,6-dioxopiperidin-3-yl)-5-(4-(3-(piperazine-1-yl)propyl)piperazine-1-yl)isoindoline-1,3-dione